ClC=1C(=C(C(=CC1)F)[C@@H](NC(=O)C1C[C@@H]2[C@@H](NC(O2)=O)C1)C12CCC(CC1)(C2)F)F (3aS,6aR)-N-((S)-(3-chloro-2,6-difluorophenyl)(4-fluoro-bicyclo[2.2.1]hept-1-yl)methyl)-2-oxo-hexahydro-2H-cyclopenta[d]oxazole-5-carboxamide